(3,5-di-isopropylphenyl)(cyclobutyl)methylene(cyclopentadienyl)(2,7-di-tert-butylfluoren-9-yl)zirconium dichloride [Cl-].[Cl-].C(C)(C)C=1C=C(C=C(C1)C(C)C)C(=[Zr+2](C1C2=CC(=CC=C2C=2C=CC(=CC12)C(C)(C)C)C(C)(C)C)C1C=CC=C1)C1CCC1